(R)-7-Cyclobutyl-3-((1,1-dioxido-2,3-dihydrothiophen-3-yl)carbamoyl)-2-oxo-1,2-dihydroquinolin-8-yl phenylcarbamate C1(=CC=CC=C1)NC(OC=1C(=CC=C2C=C(C(NC12)=O)C(N[C@H]1CS(C=C1)(=O)=O)=O)C1CCC1)=O